tert-butyl 4-(8-methylquinolin-5-yl)piperidine-1-carboxylate CC=1C=CC(=C2C=CC=NC12)C1CCN(CC1)C(=O)OC(C)(C)C